benzyl N-(1,1-dimethyl-3-oxo-propyl)carbamate CC(CC=O)(C)NC(OCC1=CC=CC=C1)=O